The molecule is an azaphilone that is 5,6,7,8-tetrahydro-1H-isochromene substituted by a hydroxy group and a methyl group at position 7, an oxo group at position 8, a prop-1-en-1-yl group at position 3 and a (3,4-dihydroxy-2-methoxy-6-methylbenzoyl)oxy group at position 6. Isolated from Penicillium commune, it exhibits antibacterial and antineoplastic activities. It has a role as an antibacterial agent, an antineoplastic agent and a Penicillium metabolite. It is an azaphilone, a benzoate ester, a member of isochromenes, a tertiary alcohol, a member of catechols, an aromatic ether and a tertiary alpha-hydroxy ketone. C/C=C/C1=CC2=C(CO1)C(=O)[C@]([C@@H](C2)OC(=O)C3=C(C(=C(C=C3C)O)O)OC)(C)O